ClC1=CC=C(C=C1)C(CN1CCN(CC1)C)=NO 1-(4-chlorophenyl)-2-(4-methylpiperazin-1-yl)ethanone oxime